4,4-bis(oct-3-yn-1-yloxy)butanoic acid 4-bromobutyl ester BrCCCCOC(CCC(OCCC#CCCCC)OCCC#CCCCC)=O